BrC=1SC2=C(N1)CN(C2)C(=O)OC(C)(C)C tert-butyl 2-bromo-4,6-dihydro-5H-pyrrolo[3,4-d]thiazole-5-carboxylate